N-acetoxy-1-[9-ethyl-6-{2-methyl-4-(3,3-dimethyl-2,4-dioxopentylmethyloxy)benzoyl}-9H-carbazol-3-yl]ethane-1-imine C(C)(=O)ON=C(C)C=1C=CC=2N(C3=CC=C(C=C3C2C1)C(C1=C(C=C(C=C1)OCCC(C(C(C)=O)(C)C)=O)C)=O)CC